1-Undecyl-2-Methylpyrrolium cyanid [C-]#N.C(CCCCCCCCCC)[NH+]1C(=CC=C1)C